ClC=1C=C2C(=NC=NC2=C(C1)C(F)(F)F)N[C@H](C(=O)N)C (2S)-2-[[6-chloro-8-(trifluoromethyl)quinazolin-4-yl]amino]propanamide